FC1=C(C(=CC(=C1)OCCN1CC(C1)CF)F)[C@H]1N([C@@H](CC2=C1NC1=CC=CC=C21)C)C[C@H](C(=O)O)C (R)-3-((1R,3R)-1-(2,6-difluoro-4-(2-(3-(fluoromethyl)azetidin-1-yl)ethoxy)phenyl)-3-methyl-1,3,4,9-tetrahydro-2H-pyrido[3,4-b]indol-2-yl)-2-methylpropanoic acid